6-(3-Chloropyridin-2-yl)-4-(4-fluorophenyl)-2-methoxypyridine-3-carbonitrile ClC=1C(=NC=CC1)C1=CC(=C(C(=N1)OC)C#N)C1=CC=C(C=C1)F